O=C1C(=C(C=NN1)N1[C@@H](CCC1)COC1CC(C1)C(=O)O)C(F)(F)F 3-[[(2S)-1-[6-oxo-5-(trifluoromethyl)-1,6-dihydropyridazin-4-yl]pyrrolidin-2-yl]methoxy]cyclobutane-1-carboxylic acid